FS(=N)F.FS(=N)F.[Li] lithium bisdifluorosulfimide salt